Cl.C1N(CCC2=CC=CC=C12)CCCNC(=O)C1CCNCC1 N-(3-(3,4-dihydroisoquinolin-2(1H)-yl)propyl)piperidine-4-carboxamide hydrochloride salt